4-bromo-2-(cyanomethyl)-6-fluorobenzoic acid methyl ester COC(C1=C(C=C(C=C1F)Br)CC#N)=O